C(C)N1C[C@H](CC1)CC1=C(C=CC(=C1)F)S(=O)(=O)NC1=C(C2=C([C@@H]3[C@H](CO2)C3)C=C1)C(=O)O |&1:23,24| (1aRS,7bSR)-5-[2-((S)-1-ethyl-pyrrolidin-3-ylmethyl)-4-fluorobenzenesulfonyl-amino]-1,1a,2,7b-tetrahydrocyclopropa[c]benzopyran-4-carboxylic acid